8-fluoro-4-(8-fluoro-4-methylquinolin-3-yl)-2,2-dimethylquinazoline FC=1C=CC=C2C(=NC(NC12)(C)C)C=1C=NC2=C(C=CC=C2C1C)F